(Z)-3-hexenyl-isobutyrate C(=C/CCCC)/CC(C(=O)[O-])C